CC=1C=C(C(=CC1O)C=1C(=CC(=C(C1)O)C)O)O 4,4'-dimethyl[1,1-biphenyl]-2,2',5,5'-tetraol